COC=1C2=C(N=C(N1)NC1CC(C1)(O)C)NC=C2C=2C=CC=1N(C2)C(=NN1)C (1s,3s)-3-((4-methoxy-5-(3-methyl-[1,2,4]triazolo[4,3-a]pyridin-6-yl)-7H-pyrrolo[2,3-d]pyrimidin-2-yl)amino)-1-methylcyclobutan-1-ol